C(C)N(C1=NC=C(C=N1)CO[C@H]1CN2C(OC1)=NC(=C2)[N+](=O)[O-])C2=CC(=CC=C2)OC(F)(F)F (S)-N-ethyl-5-(((2-nitro-6,7-dihydro-5H-imidazo[2,1-b][1,3]oxazin-6-yl)oxy)methyl)-N-(3-(trifluoromethoxy)phenyl)pyrimidin-2-amine